CC1(OB(OC1(C)C)C=1CCN(CC1)C(=O)OCCCC)C Z-butyl 4-(4,4,5,5-tetramethyl-1,3,2-dioxaborolan-2-yl)-3,6-dihydro-2H-pyridine-1-carboxylate